(S)-1-(pyridazin-4-ylcarbamoyl)-6-azaspiro[2.5]octane-6-carboxylate N1=NC=C(C=C1)NC(=O)[C@H]1CC12CCN(CC2)C(=O)[O-]